6-amino-9-[(3R)-1-(2-butynoyl)-3-pyrrolidinyl]-7-[4-(3,4-dichlorophenoxy)-3-methoxyphenyl]-7,9-dihydro-8H-purin-8-one NC1=C2N(C(N(C2=NC=N1)[C@H]1CN(CC1)C(C#CC)=O)=O)C1=CC(=C(C=C1)OC1=CC(=C(C=C1)Cl)Cl)OC